C12CC(CC(CC1)O2)CN2CCC1(C(N(C(N1CC)=O)C1=CC=C(C=C1)C1CC1)=O)CC2 8-(8-oxabicyclo[3.2.1]oct-3-ylmethyl)-3-(4-cyclopropylphenyl)-1-ethyl-1,3,8-triazaspiro[4.5]decane-2,4-dione